[Na+].S(=O)(=O)([O-])S(=O)[O-].[Na+] pyrosulfite sodium